FC(C1=CC=C(OC2CCC3=CC(=CC=C23)NC(C=C)=O)C=C1)(F)F N-(1-(4-(trifluoromethyl)phenoxy)-2,3-dihydro-1H-inden-5-yl)acrylamide